C(CNC(OC1=C(C=2C=C3C(=NC2C=C1)C1=CC2=C(C(N1C3)=O)COC([C@]2(O)CC)=O)CN(C)C)=O)NC(OC(C)(C)C)=O (S)-tert-butyl (10-((dimethylamino) methyl)-4-ethyl-4-hydroxy-3,14-dioxo-3,4,12,14-tetrahydro-1H-pyrano[3',4':6,7]indolizino[1,2-b]quinolin-9-yl) ethane-1,2-diyldicarbamate